COP(=O)(OC)OC.C(CCCCCCCCCCC)ON lauryl-aminoether trimethyl-phosphate salt